C(C)(C)OCCOCCOCCOC1=NC=C(C=C1C1=CC=C(C(=N1)N1C(C[C@@H](C1)C)(C)C)C(=O)N)C 6-[2-[2-(2-isopropoxyethoxy)ethoxy]ethoxyl-5-methyl-3-pyridyl]-2-[(4S)-2,2,4-trimethylpyrrolidin-1-yl]pyridine-3-carboxamide